3-methyl-2-pentyl mercaptan CC(C(C)S)CC